ClC1(C(CC1=O)CC1CN(C1)C(=O)OC(C)(C)C)Cl tert-butyl 3-[(2,2-dichloro-3-oxo-cyclobutyl)methyl]azetidine-1-carboxylate